N,N-diethyl-3-[2-(m-tolyl)ethynyl]-6,8-dihydro-5H-[1,2,4]triazolo[4,3-a]pyrazine-7-carboxamide C(C)N(C(=O)N1CC=2N(CC1)C(=NN2)C#CC=2C=C(C=CC2)C)CC